2-oxa-9-azaspiro[5.5]undec-4-ene hydrochloride Cl.C1OCC=CC12CCNCC2